FC1=CC(=CC2=C1N(C(O2)=O)CC2=CC=C(C=C2)OC)CN2C(C1=CC=CC=C1C2=O)C 4-fluoro-3-(4-methoxybenzyl)-6-((1-methyl-3-oxoisoindolin-2-yl)methyl)benzo[d]oxazol-2(3H)-one